CN(C1CCN(CC1)C1=NC(=C(C=C1N)C)OC)C 2-(4-(dimethylamino)piperidin-1-yl)-6-methoxy-5-methylpyridin-3-amine